FC(C)(C)C=1C(=NC=CC1)C(=O)NC1=CC2=CN(N=C2C=C1OC)[C@H]1CO[C@H](CC1)C=O (1-fluoro-1-methyl-ethyl)-N-[2-[(3r,6r)-6-formyltetrahydropyran-3-yl]-6-methoxy-indazol-5-yl]pyridine-2-carboxamide